C(C)(CC)NC1=NC(=NC(=C1C=O)C1=C(C=CC=C1)F)S(=O)(=O)C 4-sec-butylamino-6-(2-fluoro-phenyl)-2-methylsulfonyl-pyrimidine-5-carbaldehyde